N1=CC=CC2=CC=CC(=C12)S(=O)(=O)N1C2CN(C(C1)C2)C(=O)OC(C)(C)C tert-Butyl 5-(quinolin-8-ylsulfonyl)-2,5-diazabicyclo[2.2.1]heptane-2-carboxylate